1-(3-nitro-4-cyclohexylphenyl)-3-(4-phenylpiperidino)propanol [N+](=O)([O-])C=1C=C(C=CC1C1CCCCC1)C(CCN1CCC(CC1)C1=CC=CC=C1)O